4-((2S,5R)-4-((S)-(5-fluoro-6-(trifluoromethyl)pyridin-2-yl)(4-fluorophenyl)methyl)-2,5-dimethylpiperazin-1-yl)-1-(((S)-tetrahydrofuran-2-yl)methyl)-1H-[1,2,4]triazolo[3,4-b]purine FC=1C=CC(=NC1C(F)(F)F)[C@@H](N1C[C@@H](N(C[C@H]1C)C=1C=2N=CN(C2N2C(N1)=NN=C2)C[C@H]2OCCC2)C)C2=CC=C(C=C2)F